N,N-diMethylaniline CN(C1=CC=CC=C1)C